1-cyclobutyl-1H-pyrazole-4-carboxylic acid C1(CCC1)N1N=CC(=C1)C(=O)O